NC1=C(C=2C(=NC=C(C2S1)F)C=1C2=C(C=3C=NC(=NC3C1Cl)N1[C@H]([C@H](CC1)NC[C@H](C)O)C)COC2)C#N 2-Amino-4-(5-chloro-3-((2S,3S)-3-(((S)-2-hydroxypropyl)amino)-2-methylpyrrolidin-1-yl)-7,9-dihydrofuro[3,4-f]quinazolin-6-yl)-7-fluorothieno[3,2-c]pyridine-3-carbonitrile